BrC1=C(OCC(=O)N2C[C@@H]3N(C(C4=C(NC3=O)C=CC(=C4)C4=CC(=CC=C4)C(F)(F)F)=O)CC2)C=CC(=C1)OC(F)(F)F (S)-2-(2-(2-bromo-4-(trifluoromethoxy)phenoxy)acetyl)-8-(3-(trifluoromethyl)phenyl)-1,3,4,12a-tetrahydrobenzo[e]pyrazino[1,2-a][1,4]diazepine-6,12(2H,11H)-dione